SC1=C(C=CC=C1)N=NC1=CC=C(C(=O)O)C=C1 4-[2-(2-mercaptophenyl)diazenyl]benzoic acid